O[C@@H]1CN(CC1)[C@H]1CN(CC1)C(=O)OC(C)(C)C tert-Butyl (3S,3'R)-3-hydroxy-[1,3'-bipyrrolidine]-1'-carboxylate